3-[(4,4-diethyl-2-imino-6-oxo-hexahydropyrimidin-1-yl)methyl]-N-(2-hydroxy-2-methyl-indan-1-yl)benzamide C(C)C1(NC(N(C(C1)=O)CC=1C=C(C(=O)NC2C(CC3=CC=CC=C23)(C)O)C=CC1)=N)CC